11-amino-3-cyclopropyl-7-isopropyl-5-methyl-4,5,6,7-tetrahydroisoxazolo[4'',3'':6',7']cyclohepta[1',2':4,5]pyrrolo[2,3-d]pyrimidin-4-ol NC=1C2=C(N=CN1)N(C1=C2C=2C(C(C(C1)C)O)=C(ON2)C2CC2)C(C)C